N[C@H]1C[C@H](CCC1)C1=NC2=C(N1CCCC(=O)OC(CC)NCCCNC1=CC(=NC3=CC=CC=C13)C1=CC=C(C=C1)OC)C=CC(=C2)[N+](=O)[O-] ((3-((2-(4-methoxyphenyl)quinolin-4-yl)amino)propyl)amino)propan-1-ol 2-(2-((1S,3R)-3-aminocyclohexyl)-5-nitro-1H-benzo[d]imidazol-1-yl)ethyl-acetate